FC1=CC=C(C=C1)NC=1C=NC=2CCN(CC2C1)C=1C(=CC=2N(N1)C(C=CN2)=O)C 7-(3-((4-fluorophenyl)amino)-7,8-dihydro-1,6-naphthyridin-6(5H)-yl)-8-methyl-4H-pyrimido[1,2-b]pyridazin-4-one